NCC1(CCN(CC1)CC1=CC=CC=C1)O 4-(aminomethyl)-1-benzylpiperidine-4-ol